Br[Si]1(C[SiH](CCC1)CC)CC 1-bromo-1,3-diethyl-1,3-disilacyclohexane